dimyristyl-boron fluoride C(CCCCCCCCCCCCC)B(CCCCCCCCCCCCCC)F